2-chloro-1-(4-(2-(4-(3-fluorophenyl)-6,7-dihydrothieno[3,2-c]pyridin-5(4H)-yl)acetyl)-2-methylpiperazin-1-yl)ethan-1-one ClCC(=O)N1C(CN(CC1)C(CN1C(C2=C(CC1)SC=C2)C2=CC(=CC=C2)F)=O)C